C(C)(C)(C)C=1C=CC(=C(C1)B(O)O)C#CC1=CC=CC=C1 (5-(tert-butyl)-2-(phenylethynyl)phenyl)boronic acid